BrC1=C2C(CC(NC2=CC=C1F)=O)O 5-bromo-6-fluoro-4-hydroxy-3,4-dihydro-1H-quinolin-2-one